3-(trifluoromethyl)nicotinamide FC(C1(C(=O)N)CN=CC=C1)(F)F